CC(CC)=NCCC[Si](OC)(OC)CC N-(1-methylpropylidene)-3-(ethyldimethoxysilyl)-1-propylamine